[3,5-difluoro-4-[1-methyl-4-(trifluoromethyl)imidazol-2-yl]phenyl]methanol FC=1C=C(C=C(C1C=1N(C=C(N1)C(F)(F)F)C)F)CO